benzo[2,3-c]quinolin-6-one C1=C2C3=C(C(NC2=CC=C1)=O)C=CC=C3